Cl.NC\C=C(\CN1C=NC2=C1C=C(C=C2C2=CC(=CC=C2)S(N(C)C)(=O)=O)C(=O)OC)/F methyl (Z)-1-(4-amino-2-fluoro-but-2-en-1-yl)-4-(3-(N,N-dimethylsulfamoyl) phenyl)-1H-benzo[d]imidazole-6-carboxylate hydrochloride